N-(3-(1-methyl-1H-1,2,4-triazol-3-yl)phenyl)-5-((5-(1-methyl-1H-1,2,4-triazole-3-yl)pyridin-3-yl)amino)pyrazolo[1,5-a]pyrimidine-3-carboxamide CN1N=C(N=C1)C=1C=C(C=CC1)NC(=O)C=1C=NN2C1N=C(C=C2)NC=2C=NC=C(C2)C2=NN(C=N2)C